NC=1N=CC(=NC1)N1N=C(C(=C1)C1=CN=C(N1C)C(=O)NC1=CC(=C(C=C1)C(=O)N1CCN(CC1)C(=O)C1CC[N+](CC1)(C)C)Cl)C(F)(F)F 5-[1-(5-aminopyrazin-2-yl)-3-(trifluoromethyl)pyrazol-4-yl]-N-[3-chloro-4-[4-(1,1-dimethylpiperidin-1-ium-4-carbonyl)piperazine-1-carbonyl]phenyl]-1-methyl-imidazole-2-carboxamide